C(CCCCCCC)(=O)[S] octanoyl-sulfur